Methyl 4-methoxypyridinecarboxylate COC1=CC(=NC=C1)C(=O)OC